(2R)-1-(2-(3,8-diazabicyclo[3.2.1]octan-8-yl)-6,7-dihydrothiazolo[5,4-c]pyridin-5(4H)-yl)-2-methylbutan-1-one C12CNCC(CC1)N2C=2SC=1CN(CCC1N2)C([C@@H](CC)C)=O